1-(4-(((7-(trifluoromethyl)quinolin-4-yl)thio)methyl)piperidin-1-yl)propan-1-one FC(C1=CC=C2C(=CC=NC2=C1)SCC1CCN(CC1)C(CC)=O)(F)F